BrC1=NC=C(C=C1NS(=O)(=O)C)Br N-(2,5-dibromopyridin-3-yl)methanesulfonamide